3-[(Ethylimino)methylidene]amino-N,N-dimethylpropan-1-amine C(C)N=C=NCCCN(C)C